6-(2-amino-5-(4-(1-(2,2-difluoroethyl)piperidin-2-yl)phenyl)-6-fluoropyridin-3-yl)-3,4-dihydroisoquinolin-1(2H)-one NC1=NC(=C(C=C1C=1C=C2CCNC(C2=CC1)=O)C1=CC=C(C=C1)C1N(CCCC1)CC(F)F)F